1-ethyl-N-(5-methylquinolin-8-yl)-1H-imidazole-2-sulfonamide C(C)N1C(=NC=C1)S(=O)(=O)NC=1C=CC(=C2C=CC=NC12)C